C(#N)C1=CNC2=C(C=CC(=C12)C)C1=C(C=CC(=C1)S(=O)(=O)N1CC(NCC1)CC)S(=O)(=O)N (3-cyano-4-methyl-1H-indol-7-yl)-4-((3-ethylpiperazin-1-yl)sulfonyl)benzenesulfonamide